C[C@]12C[C@@H]([C@]3([C@H]([C@@H]1C[C@@H]4[C@]2(OC(O4)(C)C)C(=O)CO)CCC5=CC(=O)C=C[C@@]53C)F)O The molecule is a synthetic glucocorticoid that is the 16,17-acetonide of triamcinolone. Used to treat various skin infections. It has a role as an anti-inflammatory drug and an anti-allergic agent. It is an 11beta-hydroxy steroid, a 20-oxo steroid, a 21-hydroxy steroid, a 3-oxo-Delta(4) steroid, a glucocorticoid, a cyclic ketal, a fluorinated steroid and a primary alpha-hydroxy ketone. It derives from a triamcinolone. It derives from a hydride of a pregnane.